1-[4-(6-tributylstannyl-3-pyridyl)piperazin-1-yl]ethanone C(CCC)[Sn](C1=CC=C(C=N1)N1CCN(CC1)C(C)=O)(CCCC)CCCC